(M)-3-bromo-4-((6-fluoro-4-methylpyridin-2-yl)methoxy)-6''-(2-hydroxypropan-2-yl)-3'',5',6-trimethyl-2H-[1,4':2',2''-terpyridin]-2-one BrC=1C(N(C(=CC1OCC1=NC(=CC(=C1)C)F)C)C1=CC(=NC=C1C)C1=NC(=CC=C1C)C(C)(C)O)=O